1-(2-isopropylphenyl)-3-[(E)-[3-[(Z)-N'-[4-(trifluoromethoxy)phenyl]carbamimidoyl]-1,2-benzothiazol-6-yl]methyleneamino]thiourea C(C)(C)C1=C(C=CC=C1)NC(=S)N/N=C/C1=CC2=C(C(=NS2)/C(/N)=N/C2=CC=C(C=C2)OC(F)(F)F)C=C1